{[(2-adamantylamino)carbonothioyl]amino}acetic acid C12C(C3CC(CC(C1)C3)C2)NC(=S)NCC(=O)O